1,1'-(Cyclohexane-1,3-diylbis(methylene))bis((3,4-dimethyl)-1H-pyrrole-2,5-dione) C1(CC(CCC1)CN1C(C(=C(C1=O)C)C)=O)CN1C(C(=C(C1=O)C)C)=O